methyl (2R,4R)-4-((6-chloropyrazin-2-yl)methyl)-2-methylpiperidine-4-carboxylate ClC1=CN=CC(=N1)C[C@@]1(C[C@H](NCC1)C)C(=O)OC